Butyl 1-(3-(trifluoromethyl)phenyl)-3-azabicyclo[3.1.0]hexane-3-carboxylate FC(C=1C=C(C=CC1)C12CN(CC2C1)C(=O)OCCCC)(F)F